CC1=NN(C(=C1C1=NC2=CC=CC=C2C=C1)C)CCCCCCNC(OC(C)(C)C)=O tert-butyl (6-(3,5-dimethyl-4-(quinolin-2-yl)-1H-pyrazol-1-yl)hexyl)carbamate